C(=O)C=1C=C2C=C(N(C2=CC1OC)S(=O)(=O)C1=CC=C(C)C=C1)CNC(OC(C)(C)C)=O tert-butyl ((5-formyl-6-methoxy-1-tosyl-1H-indol-2-yl)methyl)carbamate